O=C1NC(CCC1C=1C=C2C=NN(C2=CC1)CC1CCC(CC1)C(=O)O)=O (1R,4R)-4-((5-(2,6-dioxopiperidin-3-yl)-1H-indazol-1-yl)methyl)cyclohexane-1-carboxylic acid